FC1=CC=C(C=C2C(N(C(S2)=NN=C2C(NC3=CC=C(C=C23)Br)=O)C2=CC(=CC=C2)C(C)C)=O)C=C1 3-(2-(5-(4-fluorobenzylidene)-3-(3-isopropylphenyl)-4-oxothiazolidin-2-ylidene)hydrazono)-5-bromoindol-2-one